(difluoromethyl)-6-fluoro-1H-indazol FC(F)N1N=CC2=CC=C(C=C12)F